C(C)(C)(C)OC(=O)N1C(OC2C1CNCC2)=O 7-cis-2-oxohexahydro[1,3]oxazolo[4,5-c]pyridine-3(2H)-carboxylic acid tert-butyl ester